OCCCCCCCC oxanonane